N1CC(C1)N1N=CC2=CC(=CC(=C12)N1CCOCC1)Cl 1-(azetidin-3-yl)-5-chloro-7-(morpholin-4-yl)indazole